3,3,4-trimethylpentanoic acid CC(CC(=O)O)(C(C)C)C